SC(CC(=O)OCCCCOC(CC(C)S)=O)C 1,4-bis(3-mercaptobutanoyloxy)butane